2-(3-(4-(2-bromoethoxy)phenoxy)benzo[b]thiophen-6-yl)-4,4,5,5-tetramethyl-1,3-Dioxolane BrCCOC1=CC=C(OC=2C3=C(SC2)C=C(C=C3)C3OC(C(O3)(C)C)(C)C)C=C1